1-[6-Ethylsulfanyl-5-[(3-fluorophenyl)-methyl-carbamoyl]-4-methyl-pyridin-2-yl]-piperidine-4-carboxylic acid methyl ester COC(=O)C1CCN(CC1)C1=NC(=C(C(=C1)C)C(N(C)C1=CC(=CC=C1)F)=O)SCC